BrC1=CC=C(C=C1)C1(CCN(CC1)C(=O)OC(C)(C)C)C=1OC(=NN1)C tert-butyl 4-(4-bromophenyl)-4-(5-methyl-1,3,4-oxadiazol-2-yl)piperidine-1-carboxylate